5-heptadecyl-1,2,3-oxadiazol-4(5H)-one C(CCCCCCCCCCCCCCCC)C1C(N=NO1)=O